1-(4-chlorophenyl)-7-isopropoxy-6-methoxy-2,4-dihydro-1H-isoquinolin-3-one ClC1=CC=C(C=C1)C1NC(CC2=CC(=C(C=C12)OC(C)C)OC)=O